N-(5-(3-(2-azabicyclo[2.2.2]octan-2-yl)propanamido)-2-methylpyridin-3-yl)-6-(1-methyl-1H-pyrazol-4-yl)pyrazolo[1,5-a]pyrazine-3-carboxamide C12N(CC(CC1)CC2)CCC(=O)NC=2C=C(C(=NC2)C)NC(=O)C=2C=NN1C2C=NC(=C1)C=1C=NN(C1)C